N1(C=NC=C1)CC1=C(C=C(C=C1)C1=C(SC(=C1)CC(C)C)S(=O)(=O)NC(O)=O)C#N ((3-(4-((1H-imidazol-1-yl)methyl)-3-cyanophenyl)-5-isobutylthiophen-2-yl)sulfonyl)carbamic acid